11-chlorobenzo[4,5]thieno[3,2-b]indolo[3,2,1-jk]carbazole ClC=1C=CC2=C(C3=CC=4N5C6=C(C=CC=C6C4C=C3S2)C2=CC=CC=C25)C1